C1(CC1)C1=CC(=CC2=C1N=C(O2)C2=C(C=C(C=C2)NC(=O)N2C[C@@H](CC2)O)F)C(=O)N2[C@@H](C1=CC=CC=C1CC2)C (R)-N-(4-(4-cyclopropyl-6-((R)-1-methyl-1,2,3,4-tetrahydroisoquinoline-2-carbonyl)benzo[d]oxazol-2-yl)-3-fluorophenyl)-3-hydroxypyrrolidine-1-carboxamide